C1(CC1)C(CC(C(=O)O)C(C)C)=O 4-cyclopropyl-2-isopropyl-4-oxo-butanoic acid